FC1=C(C=CC=C1OC)C=1C(N(C(N(C1C)CC1=C(C=CC=C1C(F)(F)F)F)=O)C[C@@H](C1=CC=CC=C1)NO)=O (R)-5-(2-fluoro-3-methoxyphenyl)-1-(2-fluoro-6-(trifluoromethyl)benzyl)-3-(2-(hydroxyamino)-2-phenylethyl)-6-methylpyrimidine-2,4(1h,3h)-dione